3-chloro-4-[3-ethyl-3-(1-methyl-4-piperidyl)pyrrolidin-1-yl]-2,6-difluoro-N-(6-fluoro-2-pyridyl)benzenesulfonamide ClC=1C(=C(C(=CC1N1CC(CC1)(C1CCN(CC1)C)CC)F)S(=O)(=O)NC1=NC(=CC=C1)F)F